2-(dimethylcarbamoyl)benzene CN(C(=O)C1=CC=CC=C1)C